CCC(CC)OOC(CCCCCCCC(CCCCCCCCCC)N(CCCCCCCC(OOC(CC)CC)=O)C(CCCCN(C)C)=O)=O 9-(5-(Dimethylamino)-N-(8-oxo-8-((3-pentyloxy)oxy)octyl)-pentanoylamino)-nonadecanoic acid 3-pentyloxy ester